OC=1C=C2NC=C(C[C@H](N(CCC(=O)O)N)C(=S)O)C2=CC1 6-hydroxy-aminocarboxyethylthiotryptophan